N(=[N+]=[N-])C(CN=[N+]=[N-])C1=CC=C(C=C1)F 1-(1,2-Diazidoethyl)-4-fluorobenzene